[S-]C#N.[S-]C#N.[S-]C#N.[Na+].ONC(C1=CC=C(C=C1)CN1N=C(C=C1C=1C=C2C(N(C=NC2=CC1)C)=O)C1=CC=C(C=C1)OC)=O N-hydroxy-4-{[5-(3-methyl-4-oxo-3,4-dihydro-quinazolin-6-yl)-3-(4-methoxyphenyl)-1H-pyrazol-1-yl]methyl}benzamide monosodium tristhiocyanate salt